ClC=1N=C(C2=C(N1)SC=N2)NC2C(C1CCC2CC1)C(=O)OC trans-methyl 3-((5-chlorothiazolo[5,4-d]pyrimidin-7-yl)amino)bicyclo[2.2.2]octane-2-carboxylate